diethyl 1-benzyl-4-(3-bromophenyl)-6-methyl-9-oxo-8-phenyl-1,7,8-triazaspiro[4.4]non-2,6-diene-2,3-dicarboxylate C(C1=CC=CC=C1)N1C(=C(C(C12C(=NN(C2=O)C2=CC=CC=C2)C)C2=CC(=CC=C2)Br)C(=O)OCC)C(=O)OCC